cobalt(II) oxalate C(C(=O)[O-])(=O)[O-].[Co+2]